(2S,5R)-7-Oxo-2-(N-(pyridin-2-ylmethyl) carbamimidoyl)-1,6-diazabicyclo[3.2.1]octan-6-yl hydrogen sulfate S(=O)(=O)(ON1[C@@H]2CC[C@H](N(C1=O)C2)C(NCC2=NC=CC=C2)=N)O